propyl-ethoxypropoxysilane C(CC)[SiH2]OCCCOCC